Bismuth-tin-lead-cadmium [Cd].[Pb].[Sn].[Bi]